ClC1=C(C=C(OCC(=O)NN2CCC(CC2)NC(OC(C)(C)C)=O)C=C1)F tert-butyl (1-(2-(4-chloro-3-fluorophenoxy)acetamido)piperidin-4-yl)carbamate